CN(CCC(=O)O[C@@H]1C[C@H](N(C1)CCCCCCC(C(OCCCC(CCCCC)CCCCC)=O)(C)C)C(=O)OCCCCCCC(C(OCCCC(CCCCC)CCCCC)=O)(C)C)C [7,7-dimethyl-8-oxo-8-(4-pentylnonoxy)octyl] (2S,4R)-4-[3-(dimethylamino)propanoyloxy]-1-[7,7-dimethyl-8-oxo-8-(4-pentylnonoxy)octyl]pyrrolidine-2-carboxylate